(S)-N-(4-((4-(4-Aminopyrimidin-2-yl)-1,3-dimethyl-1H-pyrazol-5-yl)oxy)butan-2-yl)-6'-chloro-5-((3-(2,2-difluoropropyl)azetidin-1-yl)methyl)-3-fluoro-[2,3'-bipyridin]-4'-amine NC1=NC(=NC=C1)C=1C(=NN(C1OCC[C@H](C)NC1=C(C=NC(=C1)Cl)C1=NC=C(C=C1F)CN1CC(C1)CC(C)(F)F)C)C